(1S,2S)-N-(6-(7-ethoxy-6-fluoro-5-methyl-1H-indazol-4-yl)imidazo[1,2-b]pyridazin-2-yl)-2-fluorocyclopropane-1-carboxamide C(C)OC=1C(=C(C(=C2C=NNC12)C=1C=CC=2N(N1)C=C(N2)NC(=O)[C@H]2[C@H](C2)F)C)F